N-[trans-4-[4-Amino-3-(3-chloro-1H-pyrrolo[2,3-b]pyridin-2-yl)pyrazolo[3,4-d]pyrimidin-1-yl]cyclohexyl]cyclopropanecarboxamide NC1=C2C(=NC=N1)N(N=C2C2=C(C=1C(=NC=CC1)N2)Cl)[C@@H]2CC[C@H](CC2)NC(=O)C2CC2